BrC=1C=C2C(=NC1)NCC21CCC(CC1)O (1s,4s)-5'-bromo-1',2'-dihydrospiro[cyclohexane-1,3'-pyrrolo[2,3-b]pyridin]-4-ol